C1(=CC=CC=C1)NCCC[SiH2]C(OC)OC (N-phenyl)aminopropyldimethoxymethylsilane